6-[5-(4-Chloro-phenyl)-[1,3,4]oxadiazol-2-yl]-2-(2,6-dimethyl-4-morpholin-4-yl-phenyl)-1H-benzoimidazole ClC1=CC=C(C=C1)C1=NN=C(O1)C=1C=CC2=C(NC(=N2)C2=C(C=C(C=C2C)N2CCOCC2)C)C1